2-(methoxymethylene)malononitrile COC=C(C#N)C#N